5-(cyclopentylmethyl)-N-(4-(5-((4-hydroxy-4-methylpentyl)oxy)-2-(trifluoromethyl)phenyl)pyridin-2-yl)-4H-1,2,4-triazole-3-carboxamide C1(CCCC1)CC=1NC(=NN1)C(=O)NC1=NC=CC(=C1)C1=C(C=CC(=C1)OCCCC(C)(C)O)C(F)(F)F